2-(6-(3-(difluoromethyl)-4-fluorophenyl)-3-methyl-2-oxo-2,3-dihydro-1H-imidazo[4,5-b]pyridin-1-yl)acetic acid FC(C=1C=C(C=CC1F)C=1C=C2C(=NC1)N(C(N2CC(=O)O)=O)C)F